tert-Butyl (4-cyanobenzyl)glycinate C(#N)C1=CC=C(CNCC(=O)OC(C)(C)C)C=C1